C1(CC1)C=1C=C(C(=C(C1)O)C1=C2C(=C(N=N1)N[C@H]1CN(CCC1)CCO)C=NC=C2)F 5-cyclopropyl-3-fluoro-2-[4-[[(3R)-1-(2-hydroxyethyl)-3-piperidyl]amino]-pyrido[3,4-d]pyridazin-1-yl]phenol